(S)-N-(2-(1-ethyl-2,2-dimethylpyrrolidin-3-yl)thieno[2,3-b]pyridin-4-yl)benzo[d]thiazol-5-amine C(C)N1C([C@H](CC1)C1=CC=2C(=NC=CC2NC=2C=CC3=C(N=CS3)C2)S1)(C)C